C(C)(C)(C)OC(=O)N1[C@H]([C@@H](N(CC1)C(C)=O)C1=CC(=CC(=C1)C=1C=NC(=NC1)C)Cl)C trans-tert-butyl-4-acetyl-3-(3-chloro-5-(2-methylpyrimidin-5-yl)phenyl)-2-methylpiperazine-1-carboxylate